C(C)(C)(C)OC(=O)N1C[C@@]2(N(C=3C1=NN=C(C3)Cl)C[C@@H](C2)OCC2=CC=CC=C2)C.CC(C(=O)C=2C=NC=CC2)(C)C=2C=NC=CC2 2-methyl-1,2-di(pyridin-3-yl)propan-1-one tert-butyl-(6aR,8R)-8-(benzyloxy)-2-chloro-6a-methyl-6a,7,8,9-tetrahydropyrrolo[1',2':4,5]pyrazino[2,3-c]pyridazine-5(6H)-carboxylate